hafnium oxyfluoride O(F)F.[Hf]